chlorodimethyl-(3-(pentan-2-yl)-1,5,6,7-tetrahydro-s-indacen-1-yl)silane Tert-Butyl-4-amino-8-azadispiro[2.1.55.23]dodecane-8-carboxylate C(C)(C)(C)OC(=O)N1CCC2(C(C3(CC3)CC2)N)CC1.Cl[Si](C1C=C(C2=CC=3CCCC3C=C12)C(C)CCC)(C)C